OCC1=CC=C(C=C1)NC(CCCCNC(=O)N)=O N-[4-(hydroxymethyl)phenyl]-5-ureidovaleramide